(R)-2-(8-fluoro-4-((1-methylpiperidin-3-yl)amino)pyrrolo[1,2-d][1,2,4]triazin-1-yl)-5-(trifluoromethyl)phenol FC=1C=CN2C(=NN=C(C21)C2=C(C=C(C=C2)C(F)(F)F)O)N[C@H]2CN(CCC2)C